(2S,4R)-2-(2-(6-bromo-4,7-dimethyl-2H-indazol-2-yl)-3-ethoxy-3-oxopropanoyl)4-Fluoropyrrolidine-1-carboxylic acid tert-butyl ester C(C)(C)(C)OC(=O)N1[C@@H](C[C@H](C1)F)C(C(C(=O)OCC)N1N=C2C(=C(C=C(C2=C1)C)Br)C)=O